2-(1-(5-oxo-4-((4-(2-(piperidin-4-yl)ethoxy)phenyl)amino)-5,6-dihydropyrimido[4,5-d]pyridazin-2-yl)piperidin-4-yl)acetonitrile O=C1C2=C(C=NN1)N=C(N=C2NC2=CC=C(C=C2)OCCC2CCNCC2)N2CCC(CC2)CC#N